ClC1=C(C=2C(C(=N1)N1C[C@@H](CC1)O)=CN(N2)CC2=CC=C(C=C2)OC)C(=O)N (R)-6-chloro-4-(3-hydroxypyrrolidin-1-yl)-2-(4-methoxybenzyl)-2H-pyrazolo[4,3-c]pyridine-7-carboxamide